(2R)-N-[(3R,4R)-1-(8-cyanoquinoxalin-5-yl)-4-methylpyrrolidin-3-yl]-2-hydroxy-3-methylbutanamide C(#N)C=1C=CC(=C2N=CC=NC12)N1C[C@@H]([C@@H](C1)C)NC([C@@H](C(C)C)O)=O